methyl tributyl orthocarbonate C(OC)(OCCCC)(OCCCC)OCCCC